O1CCC(CC1)C1=NSC(=C1C(F)(F)F)C(=O)O 3-(tetrahydro-2H-pyran-4-yl)-4-(trifluoromethyl)isothiazole-5-carboxylic acid